2'-Hydroxy-3,5'-dimethyl-biphenyl OC1=C(C=C(C=C1)C)C1=CC(=CC=C1)C